3,3'-tetramethylenebis[1-(4-vinylbenzyl)-5-amino-1H-1,2,4-triazole] C(=C)C1=CC=C(CN2N=C(N=C2N)CCCCC2=NN(C(=N2)N)CC2=CC=C(C=C2)C=C)C=C1